[2-(aminomethyl)-3,3-difluoro-allyl]-4-[[5-(1-methyl-3,6-dihydro-2H-pyridin-4-yl)-2-thienyl]methyl]-1,2,4-triazol-3-one trifluoroacetate salt FC(C(=O)O)(F)F.NCC(CC=1N(C(NN1)=O)CC=1SC(=CC1)C=1CCN(CC1)C)=C(F)F